3,6-dichloro-N-(hexahydro-1H-pyrrolo[2,1-c][1,4]oxazin-3-ylmethyl)pyridazine ClC=1NN(C(=CC1)Cl)CC1CN2C(CO1)CCC2